(dimethylfluorenyl)[(diphenyl-d10)triazinylphenyl-d9]dibenzoselenophene CC=1C(=C(C=2CC3=CC=CC=C3C2C1)C1=C(C2=C([Se]C3=C2C=CC=C3)C=C1)C1(C(C(C(C(C1C1=NN=NC(=C1C1(C(C(C(C(C1[2H])([2H])[2H])([2H])[2H])([2H])[2H])([2H])[2H])[2H])C1(C(C(C(C(C1[2H])([2H])[2H])([2H])[2H])([2H])[2H])([2H])[2H])[2H])([2H])[2H])([2H])[2H])([2H])[2H])([2H])[2H])[2H])C